C(C)(C)(C)OC(=O)N1[C@H](CC(=CC1)C1=C(C=C2C(=NN(C2=C1)C)N1C(NC(CC1)=O)=O)F)C.C(C1CO1)OC1=CC=CC2=CC3=CC=CC(=C3C=C12)OCC1CO1 1,8-bis(glycidoxy)anthracene (S)-tert-butyl-4-(3-(2,4-dioxotetrahydropyrimidin-1(2H)-yl)-5-fluoro-1-methyl-1H-indazol-6-yl)-2-methyl-3,6-dihydropyridine-1(2H)-carboxylate